N-(1-Cyclopropyl-2-oxo-1,2-dihydropyridin-3-yl)-2-((1r,4r)-4-(iodomethyl)cyclohexyl)-6-methoxy-2H-indazole-5-carboxamide Lithium iodide [I-].[Li+].C1(CC1)N1C(C(=CC=C1)NC(=O)C1=CC2=CN(N=C2C=C1OC)C1CCC(CC1)CI)=O